C1(=CC=C(C=C1)C=1OC2=C(N1)C=C(C=C2)N)C=2OC1=C(N2)C=C(C=C1)N 2,2'-p-phenylenebis[5-aminobenzoxazole]